FC=1C=2N(C=C(C1)NC(=O)C1=CC=C(C3=CN(N=C13)C)N1CCC(CC1)N(C(OC(C)(C)C)=O)CC1=NC=CC=C1)C=C(N2)C tert-butyl N-{1-[7-({8-fluoro-2-methylimidazo[1,2-a]pyridin-6-yl} carbamoyl)-2-methylindazol-4-yl]piperidin-4-yl}-N-(pyridin-2-ylmethyl)carbamate